FC(C(=O)O)(F)F.NCCC1=CC=C(C=C1)NC(=O)C1=C(C=C(C(=C1)OC)OC)NC(=O)C=1OC2=C(C=C(C=C2C(C1)=O)C)C N-(2-((4-(2-Aminoethyl)phenyl)carbamoyl)-4,5-dimethoxyphenyl)-6,8-dimethyl-4-oxo-4H-chromene-2-carboxamide trifluoroacetate